N1[C@H](COCC1)CNC(OC(C)(C)C)=O tert-butyl (S)-(morpholin-3-ylmethyl)carbamate